hydroxypropyl 4-methylbenzenesulfonate CC1=CC=C(C=C1)S(=O)(=O)OCCCO